C(C)OC(C)N1N=CC(=C1)C=1C=CC(=NC1OCC(F)(F)F)N 5-[1-(1-ethoxyethyl)pyrazol-4-yl]-6-(2,2,2-trifluoroethoxy)pyridin-2-amine